NC=1C=NN(C1C)C(C#N)(C)C 2-(4-amino-5-methyl-1H-pyrazol-1-yl)-2-methylpropanenitrile